6-Methyl-2-oxo-1,2-dihydropyridine-3-carboxylic acid CC1=CC=C(C(N1)=O)C(=O)O